COC(N[C@H](C(=O)NC=1C(N(C=CC1)CC1=NC2=C(N1)C(=C(C(=C2)F)F)OC(C)C)=O)CC\C=C\C(=O)N(C)C)=O Methyl-(S,E)-(1-((1-((5,6-difluoro-7-isopropoxy-1H-benzo[d]imidazol-2-yl)methyl)-2-oxo-1,2-dihydropyridin-3-yl)amino)-7-(dimethylamino)-1,7-dioxohept-5-en-2-yl)carbamat